2-[5-[1-[6-[(2,5-dioxo-1-pyrrolidinyl)oxy]-6-oxohexyl]-1,3-dihydro-3,3-dimethyl-5-sulfo-2H-indol-2-ylidene]-1,3-pentadien-1-yl]-1-ethyl-3,3-dimethyl-5-sulfo-3H-indolium O=C1N(C(CC1)=O)OC(CCCCCN1C(C(C2=CC(=CC=C12)S(=O)(=O)O)(C)C)=CC=CC=CC1=[N+](C2=CC=C(C=C2C1(C)C)S(=O)(=O)O)CC)=O